FC1=CC=C(CSC=2NC=3C(=NC=CC3)N2)C=C1 2-((4-fluorobenzyl)thio)-1H-imidazo[4,5-b]pyridine